CC=1C=C(C=CC1)NC1=CC=C(C=C1)C1=CC=C(C=C1)NC1=CC(=CC=C1)C N,N'-bis(3-METHYLPHENYL)-1,1'-biphenyl-4,4'-diamine